N,N'-bis(trans-4-hydroxycyclohexyl)-N'-nitrosourea O[C@@H]1CC[C@H](CC1)NC(=O)N(N=O)[C@@H]1CC[C@H](CC1)O